C(C=C)(=O)OCC(OCC(OCC(OCC(OCC(OCC(OCC(C)O)C)C)C)C)C)C 20-hydroxy-2,5,8,11,14,17-hexamethyl-3,6,9,12,15,18-hexaoxahenicosan-1-yl prop-2-enoate